FC=1C=C(C=CC1F)C1=CN=CO1 5-(3,4-difluorophenyl)oxazole